[N+](=O)([O-])C1=CC=C(OC(=O)OCC2=CC=C(C=C2)NC([C@H](C)NC([C@H](C)NC(OCC2C3=CC=CC=C3C=3C=CC=CC23)=O)=O)=O)C=C1 (9H-fluoren-9-yl)methyl ((s)-1-(((s)-1-((4-((((4-nitrophenoxy)carbonyl)oxy)methyl)phenyl)amino)-1-oxopropan-2-yl)amino)-1-oxopropan-2-yl)carbamate